ClC1=NC=C2NC(N(C2=N1)[C@H](C)C1=CC=C(C=C1)C=1N(C=C(N1)C(F)(F)F)CC)=N (R)-2-chloro-9-(1-(4-(1-ethyl-4-(trifluoromethyl)-1H-imidazol-2-yl)phenyl)ethyl)-7H-purin-8(9H)-imine